C(C)C=1C=C(C=CC1OCCC1CCNCC1)N1C2(CCC2)C(N(C1=S)C=1C=C(C(=NC1)C#N)C(F)(F)F)=O 5-(5-(3-Ethyl-4-(2-(piperidin-4-yl)ethoxy)phenyl)-8-oxo-6-thioxo-5,7-diazaspiro[3.4]oct-7-yl)-3-(trifluoromethyl)pyridinecarbonitrile